(dimethylfluorenyl)bis(diphenylfluorenyl)amine CC=1C(=C(C=2CC3=CC=CC=C3C2C1)N(C1=C(C(=CC=2C3=CC=CC=C3CC12)C1=CC=CC=C1)C1=CC=CC=C1)C1=C(C(=CC=2C3=CC=CC=C3CC12)C1=CC=CC=C1)C1=CC=CC=C1)C